N-((3R,4S)-4-((2-(2,6-dichloro-3,5-dimethoxyphenyl)-4-(methylsulfonamido)pyrido[3,4-d]pyrimidin-6-yl)amino)tetra-hydrofuran-3-yl)acrylamide ClC1=C(C(=C(C=C1OC)OC)Cl)C=1N=C(C2=C(N1)C=NC(=C2)N[C@H]2[C@H](COC2)NC(C=C)=O)NS(=O)(=O)C